C(C)(=O)N1C2(CC(CC1(C(C2[2H])[2H])C)=O)C 8-acetyl-6,7-dideuterio-1,5-dimethyl-8-azabicyclo[3.2.1]-octan-3-one